O=S1(N(CCC1)C1=CC=C(C=C1)C=1C=C(C=CC1)N(C1=NC2=NN=CN2C2=CN=CC=C12)C)=O N-[3-[4-(1,1-dioxo-1,2-thiazolidin-2-yl)phenyl]phenyl]-N-methyl-2,4,5,7,12-pentazatricyclo[7.4.0.02,6]trideca-1(13),3,5,7,9,11-hexaen-8-amine